ClC1=C(C=CC=C1)S(=O)(=O)ON=C(C#N)C1=CC=C(C=C1)OC Alpha-(2-chlorobenzenesulfonyloxyimino)-4-methoxybenzeneacetonitrile